C(C)(C)(C)OC(=O)N1C(CC1)(C)C1CN(C(C1)=O)CC1=CC=C(C=C1)OC.CC1=C(C(=NC=C1)S(=O)(=O)C)NC(=O)C1=C(C(=O)N)C=CC=N1 ((4-methyl-2-(methylsulfonyl)pyridin-3-yl)carbamoyl)nicotinamide tert-butyl-2-(1-(4-methoxybenzyl)-5-oxopyrrolidin-3-yl)-2-methylazetidine-1-carboxylate